diethyl 2-(3,3-difluoropropyl)propanedioate Sodium hydride [H-].[Na+].FC(CCC(C(=O)OCC)C(=O)OCC)F